CC1=CC=C(O1)C=C1C=C(C(C(=C1)C(C)(C)C)=O)C(C)(C)C 4-(5-methyl-2-furanyl)methylene-2,6-di-tert-butyl-2,5-cyclohexadien-1-one